1,3,5-tris(4-t-butyl-6-ethyl-3-hydroxy-2-methylbenzyl)-1,3,5-triazine-2,4,6(1H,3H,5H)-trione C(C)(C)(C)C1=C(C(=C(CN2C(N(C(N(C2=O)CC2=C(C(=C(C=C2CC)C(C)(C)C)O)C)=O)CC2=C(C(=C(C=C2CC)C(C)(C)C)O)C)=O)C(=C1)CC)C)O